FC(C=1C(=C(C=CC1)[C@@H](C)NC=1C2=C(N=C(N1)C)OC(C(=C2C)C=2C=NN(C2)C)=O)F)F (R)-4-((1-(3-(difluoromethyl)-2-fluorophenyl)ethyl)amino)-2,5-dimethyl-6-(1-methyl-1H-pyrazol-4-yl)-7H-pyrano[2,3-d]pyrimidin-7-one